ClC=1C=C(C=CC1)C(C(=O)N)CCC (3-chlorophenyl)pentanamide